1,3-bis(pyridin-2-yl)-5-(4-isopropylphenyl)benzene N1=C(C=CC=C1)C1=CC(=CC(=C1)C1=CC=C(C=C1)C(C)C)C1=NC=CC=C1